CN1CC2CN(CC2C1)C=1N=C2N3C=4C=CC=CC4OC3=C(C(C2=CN1)=O)C(=O)OCC Ethyl 4-(2-methyl-1,3,3a,4,6,6a-hexahydropyrrolo[3,4-c]pyrrol-5-yl)-8-oxo-11-oxa-1,3,5-triazatetracyclo[8.7.0.02,7.012,17]heptadeca-2,4,6,9,12(17),13,15-heptaene-9-carboxylate